P(=S)(O\C=C\[C@H]1O[C@H]([C@@H]([C@@H]1O[Si](C)(C)C(C)(C)C)OC)N1C(NC(C=C1)=O)=O)([O-])[O-] ((E)-2-((2R,3R,4R,5R)-3-((tert-butyldimethylsilyl) oxy)-5-(2,4-dioxo-3,4-dihydropyrimidin-1(2H)-yl)-4-methoxytetrahydrofuran-2-yl) vinyl) thiophosphate